OC=1C=C(C=CC1)CCNC(=O)C1=CC2=C(N=CN2)C=C1 benzoimidazole-5-carboxylic acid [2-(3-hydroxy-phenyl)-ethyl]-amide